1,1-dimethylethyl [(R)-2-cyano-1-methylethyl]carbamate C(#N)C[C@@H](C)NC(OC(C)(C)C)=O